NC1=C(C=C(C=N1)C=1C=C(C=CC1)O)C1=CC(=C(C(=C1)OC)OC)OC 3-[6-amino-5-(3,4,5-trimethoxyphenyl)-3-pyridyl]phenol